4,4'-isopropylidenebis(2,6-dibromophenol) C(C)(C)(C1=CC(=C(C(=C1)Br)O)Br)C1=CC(=C(C(=C1)Br)O)Br